N-(1-(4-((1-(2,6-dioxopiperidin-3-yl)-2-oxo-1,2-dihydrobenzo[cd]indol-6-yl)methyl)benzyl)piperidin-4-yl)-2-(1H-imidazol-1-yl)-6-methylpyrimidine-4-carboxamide O=C1NC(CCC1N1C(C2=C3C(C(=CC=C13)CC1=CC=C(CN3CCC(CC3)NC(=O)C3=NC(=NC(=C3)C)N3C=NC=C3)C=C1)=CC=C2)=O)=O